FC=1C=C(C=CC1O)C1=CC=C(C=C1)CN1C=CC2=CC(=CC=C12)N1N=C(C=C1C)C(=O)N 1-(1-((3'-Fluoro-4'-hydroxy-[1,1'-biphenyl]-4-yl)methyl)-1H-indol-5-yl)-5-methyl-1H-pyrazol-3-carboxamid